ClC=1N=C(C2=C(N1)C=C(S2)C#CCNC2COC2)N2CCOCC2 N-(3-(2-Chloro-4-morpholinothieno[3,2-d]pyrimidin-6-yl)prop-2-yn-1-yl)oxetan-3-amine